FC=1C(=NC(=NC1C)C=1CC2C(CNC2)C1)OC([2H])([2H])[2H] 5-(5-fluoro-4-(methoxy-d3)-6-methylpyrimidin-2-yl)-1,2,3,3a,4,6a-hexahydrocyclopenta[c]pyrrole